CC1=C(C(=O)P(C2=CC=CC=C2)(OCC)=O)C(=CC(=C1)C)C (2,4,6-trimethylbenzoyl)ethoxyphenyl-phosphine oxide